3-(4-carboxy-2,5-dihydroxybenzoylamino)phthalic acid C(=O)(O)C1=CC(=C(C(=O)NC2=C(C(C(=O)O)=CC=C2)C(=O)O)C=C1O)O